6-methoxy-2-(2-(methylamino)ethyl)-1H-dibenzo[de,h]isoquinoline-1,3(2H)-dione COC=1C=CC=2C(N(C(C3=C4C(=CC1C23)C=CC=C4)=O)CCNC)=O